2-(4-(6-(((1S,2R,3R,5R)-2-fluoro-8-methyl-8-azabicyclo[3.2.1]octan-3-yl)(methyl)amino)pyridazin-3-yl)-3-hydroxyphenyl)-3-methylpyrimidin-4(3H)-one F[C@@H]1[C@@H]2CC[C@H](C[C@H]1N(C1=CC=C(N=N1)C1=C(C=C(C=C1)C1=NC=CC(N1C)=O)O)C)N2C